S(=O)(=O)(O)CCCCN(C1=CC(=CC=C1)C)CCCCS(=O)(=O)O N,N-bis(4-sulfobutyl)-3-methylaniline